C1(=CC=CC=C1)C1OCCCO1 2-phenyl-1,3-dioxane